2-((5-amino-6-methyl-1H-pyrrolo[3,2-b]pyridin-2-yl)methyl)isoindoline-1,3-dione NC1=C(C=C2C(=N1)C=C(N2)CN2C(C1=CC=CC=C1C2=O)=O)C